4-fluoro-5-methyl-1-(p-tolylsulfonyl)pyrrolo[2,3-c]pyridine-2-carboxylic acid FC1=C2C(=CN=C1C)N(C(=C2)C(=O)O)S(=O)(=O)C2=CC=C(C=C2)C